Trans-4-[(4-methylpiperazin-1-yl)carbonyl]Cyclohexanecarboxylic acid hydrazide CN1CCN(CC1)C(=O)[C@@H]1CC[C@H](CC1)C(=O)NN